3'-(benzo[d]thiazol-2-yl)-5',6'-bis(9-phenyl-9H-carbazol-1-yl)-4,4''-bis(3-phenyl-9H-carbazol-9-yl)-[1,1':4',1''-terphenyl]-2'-carbonitrile S1C(=NC2=C1C=CC=C2)C2=C(C(=C(C(=C2C2=CC=C(C=C2)N2C1=CC=CC=C1C=1C=C(C=CC21)C2=CC=CC=C2)C2=CC=CC=1C3=CC=CC=C3N(C21)C2=CC=CC=C2)C2=CC=CC=1C3=CC=CC=C3N(C21)C2=CC=CC=C2)C2=CC=C(C=C2)N2C1=CC=CC=C1C=1C=C(C=CC21)C2=CC=CC=C2)C#N